CN1N=CC2=CC(=CC=C12)CNCCC1=CC=C(C=C1)NC(=O)C1=C(C=C(C(=O)O)C=C1)NC(=O)C=1OC2=CC=CC=C2C(C1)=O 4-((4-(2-(((1-Methyl-1H-indazol-5-yl)methyl)amino)ethyl)phenyl)carbamoyl)-3-(4-oxo-4H-chromene-2-carboxamido)benzoic acid